(±)-trans-N-[8-amino-7-chloro-6-(4-methyl-3-pyridyl)-3-isoquinolyl]-2-cyano-cyclopropanecarboxamide NC=1C(=C(C=C2C=C(N=CC12)NC(=O)[C@H]1[C@@H](C1)C#N)C=1C=NC=CC1C)Cl |r|